(E)-3-(2,4-dihydroxyphenyl)-1-[4-((E)-3-(3-fluorophenyl)acryloyl)piperazin-1-yl]prop-2-en-1-one OC1=C(C=CC(=C1)O)/C=C/C(=O)N1CCN(CC1)C(\C=C\C1=CC(=CC=C1)F)=O